tert-butyl 3-oxo-2-[6-(trifluoromethyl)pyridin-2-yl]-2,7-diazaspiro[4.5]decane-7-carboxylate O=C1N(CC2(C1)CN(CCC2)C(=O)OC(C)(C)C)C2=NC(=CC=C2)C(F)(F)F